[Cl-].C(CC)[NH2+]CCC[Si](OCC)(OCC)OCC n-propyl-(3-triethoxysilylpropyl)ammonium chloride